D-lactyl-coa C([C@H](O)C)(=O)SCCNC(CCNC([C@@H](C(COP(OP(OC[C@@H]1[C@H]([C@H]([C@@H](O1)N1C=NC=2C(N)=NC=NC12)O)OP(=O)(O)O)(=O)O)(=O)O)(C)C)O)=O)=O